ClC=1C=CC(=C(C1)N1CC(CCC1)N1N=CC(=C1C(F)(F)F)C(=O)OCC)OCC1=CC=C(C=C1)OC Ethyl 1-[1-{5-chloro-2-[(4-methoxyphenyl)methoxy] phenyl} piperidin-3-yl]-5-(trifluoromethyl)-1H-pyrazole-4-carboxylate